5-bromo-3-(1-cyanocyclopropyl)picolinate BrC=1C=C(C(=NC1)C(=O)[O-])C1(CC1)C#N